butyl octanesulfonate C(CCCCCCC)S(=O)(=O)OCCCC